P(O)(=O)(OP(=O)(O)OP(=O)(O)O)OC[C@@H]1[C@H](C[C@@H](O1)N1C(=O)NC(=O)C(=C1)Br)O 5-Bromo-2'-deoxyuridine-5'-Triphosphate